phenyl(methyl-phenyl)pyridine C1(=CC=CC=C1)C=1C(=NC=CC1)C1=C(C=CC=C1)C